ClC1=C2C=CNC2=CC(=C1)NC(NCC1=CC(=NC(=C1)Cl)Cl)=O 3-(4-chloro-1H-indol-6-yl)-1-[(2,6-dichloropyridin-4-yl)methyl]urea